5-(5-cyclopropyl-1,2,4-oxadiazol-3-yl)-3-(ethylsulfanyl)-2-[3-methyl-6-(1,1,2,2,2-pentafluoroethyl)imidazo[4,5-b]pyridin-2-yl]pyridine C1(CC1)C1=NC(=NO1)C=1C=C(C(=NC1)C1=NC=2C(=NC=C(C2)C(C(F)(F)F)(F)F)N1C)SCC